C(CCC)S(=O)(=O)C1=C(C(=O)NC=2C=C3C(=CNC3=CC2)C2CCN(CC2)C(C)C)C=CC=C1 5-(2-butanesulfonylbenzoyl)amino-3-(1-isopropylpiperidin-4-yl)-1H-indole